3-((1-((1H-pyrrol-2-yl)methyl)piperidin-4-yl)(thiophen-3-yl)amino)phenol N1C(=CC=C1)CN1CCC(CC1)N(C=1C=C(C=CC1)O)C1=CSC=C1